S1SSSSSS1=O hexathiosulfoxide